2-(((1R)-1-(2-cyano-3-(3,3-difluoro-4-methoxypiperidin-1-yl)-7-meth-ylquinoxalin-5-yl)ethyl)amino)benzoic acid C(#N)C1=NC2=CC(=CC(=C2N=C1N1CC(C(CC1)OC)(F)F)[C@@H](C)NC1=C(C(=O)O)C=CC=C1)C